ClC=1C=C2C(=NC(N(C2=CC1C1=C(C=CC=C1O)F)C1=C(C=CC=C1)C(C)C)=O)N1CCN(CC1)C(C=C)=O 6-Chloro-7-(2-fluoro-6-hydroxyphenyl)-1-(2-(2-propanyl)phenyl)-4-(4-(2-propenoyl)-1-piperazinyl)-2(1H)-quinazolinone